2-methyl-3-hydroxymethyl-pyridin-4-one CC1=NC=CC(C1CO)=O